5-(8-((1S,2S)-2-(1-(difluoromethyl)-1H-pyrazol-4-yl)cyclopropyl)imidazo[1,2-b]pyridazin-6-yl)pyrimidine-2,4(1H,3H)-dione FC(N1N=CC(=C1)[C@@H]1[C@H](C1)C=1C=2N(N=C(C1)C=1C(NC(NC1)=O)=O)C=CN2)F